CC1=CN=C(S1)N1C(C2=C(C=C1)C(=CN2)C2=NC(=NC=C2C(F)(F)F)N[C@@H]2CNCCC2)=O 6-(5-methyl-1,3-thiazol-2-yl)-3-(2-{[(3S)-piperidin-3-yl]amino}-5-(trifluoromethyl)pyrimidin-4-yl)-1H,6H,7H-pyrrolo[2,3-c]pyridin-7-one